C(N)(OC([C@@H]1OC2=CC=CC=C2C(C1)=O)([C@H](C)C1=CC=CC2=CC=CC=C12)C(C)(C)C)=O (tert-butyl ((R)-1-(naphthalen-1-yl) ethyl) ((R)-4-oxochroman-2-yl) methyl) carbamate